NC1=C(C(=C(C2=CC=CC=C12)OC=1N=CSC1C1=NC(=NC=C1)N[C@@H]1CN(CCC1)C(=O)OC(C)(C)C)C)F tert-butyl (3S)-3-[[4-[4-[(4-amino-3-fluoro-2-methyl-1-naphthyl)oxy]thiazol-5-yl]pyrimidin-2-yl]amino]piperidine-1-carboxylate